2-cyclopropyl-1-(toluene-4-sulfonyl)-1H-pyrrole C1(CC1)C=1N(C=CC1)S(=O)(=O)C1=CC=C(C)C=C1